COC1=CC2=C(N(C=N2)C2=CC=C(C(=N2)NCC=2SC=CC2)C(=O)O)C=C1OC 6-(5,6-dimethoxybenzimidazol-1-yl)-2-(2-thienylmethylamino)pyridine-3-carboxylic acid